6-(4-Tert-Butylphenoxy)Pyridin-3-Amine monohydrochloride salt Cl.C(C)(C)(C)C1=CC=C(OC2=CC=C(C=N2)N)C=C1